BrC=1C=C(C(N(C1COCC)C1=CC=CC=C1)=O)C(=O)N 5-bromo-6-(ethoxymethyl)-2-oxo-1-phenyl-1,2-dihydropyridine-3-carboxamide